N[C@@H](CCSCC)C(=O)O |r| anti-DL-ethionine